C(C1=CC=CC=C1)(=O)OC[C@@H]1O[C@H]([C@@H]([C@]1(CC(=O)[O-])C)CC(=O)[O-])N1C=CC2=C1N=CN=C2Cl (2r,3r,4r,5r)-2-((benzoyloxy) methyl)-5-(4-chloro-7H-pyrrolo[2,3-d]pyrimidin-7-yl)-3-methyltetrahydrofuran-3,4-diyldiacetate